IN N-iodoamine